O1C(=NC2=C1C=CC=C2)C[C@@H](C(=O)NC2(CC2)C#N)NC(C2=CC(=CC=C2)Cl)=O (S)-N-(3-(benzo[d]oxazol-2-yl)-1-((1-cyanocyclopropyl)amino)-1-oxopropan-2-yl)-3-chlorobenzamide